The molecule is hexaanion of 1D-myo-inositol 1,4,5-trisphosphate arising from glabal deprotonation of the phosphate OH groups; major species at pH 7.3. It has a role as a human metabolite and a Saccharomyces cerevisiae metabolite. It is a conjugate base of a 1D-myo-inositol 1,4,5-trisphosphate. [C@H]1([C@@H]([C@H]([C@@H]([C@H]([C@@H]1OP(=O)([O-])[O-])O)OP(=O)([O-])[O-])OP(=O)([O-])[O-])O)O